3-[[4-[(3R,4R)-1-tert-butoxycarbonyl-4-[[6-[cyclobutyl(methyl)amino]pyrazin-2-yl]methylamino]pyrrolidin-3-yl]oxy-6-(2,6-dimethylphenyl)pyrimidin-2-yl]sulfamoyl]benzoic acid C(C)(C)(C)OC(=O)N1C[C@H]([C@@H](C1)NCC1=NC(=CN=C1)N(C)C1CCC1)OC1=NC(=NC(=C1)C1=C(C=CC=C1C)C)NS(=O)(=O)C=1C=C(C(=O)O)C=CC1